C(C)(C)C1=NC=CC=C1C1=NC=C2C(=N1)N(N=C2)CC2=CC=C(C=C2)C=2N(C=C(N2)C(F)(F)F)C 6-(2-isopropylpyridin-3-yl)-1-(4-(1-methyl-4-(trifluoromethyl)-1H-imidazol-2-yl)benzyl)-1H-pyrazolo[3,4-d]pyrimidine